FC1=CC=CC=2C3=C(C(=NC12)OCC1N(CCC1)C)C=NC(=N3)N3CCNCC3 7-Fluoro-5-((1-methylpyrrolidin-2-yl)methoxy)-2-(piperazin-1-yl)pyrimido[5,4-c]quinoline